FC1=CC=C(CC2C=3C(CN(C2)C(=O)N)=NN(C3O)C3=NC=CC=C3)C=C1 (4-fluorobenzyl)-3-hydroxy-2-(pyridin-2-yl)-2,4,5,7-tetrahydro-6H-pyrazolo[3,4-c]pyridine-6-carboxamide